2-((ethylthio)thiocarbonyl)propanoic acid C(C)SC(=S)C(C(=O)O)C